(R)-2-(1-((4-ethoxy-3-(1-methyl-7-oxo-3-propyl-4,7-dihydro-1H-pyrazolo[4,3-d]pyrimidin-5-yl) phenyl) sulfonyl) piperidin-4-yl)-2-hydroxyethyl nitrate [N+](=O)(OC[C@H](O)C1CCN(CC1)S(=O)(=O)C1=CC(=C(C=C1)OCC)C1=NC(C2=C(N1)C(=NN2C)CCC)=O)[O-]